NC1=NC2=C(N1C)C=CC=C2NC=2N=CN(C2C#N)C 4-((2-amino-1-methyl-1H-benzo[d]imidazol-4-yl)amino)-1-methyl-1H-imidazole-5-carbonitrile